5-Chloro-6-(2,6-difluoro-4-((E)-2-((1R,5S,6s)-methyl-3-azabicyclo[3.1.0]hex-6-yl)vinyl)-phenyl)-N-((R)-3-methylbutan-2-yl)-[1,2,4]triazolo[1,5-a]pyrimidin-7-amine ClC1=NC=2N(C(=C1C1=C(C=C(C=C1F)\C=C\[C@H]1[C@@H]3CNC[C@]13C)F)N[C@H](C)C(C)C)N=CN2